CC(CN=C=O)CC(CCN=C=O)(C)C 2,4,4-trimethyl-1,6-Diisocyanatohexane